C(#N)C1=CC=C(C=C1)C1=CC=C(C=C1)C1=CC=C(C=C1)OCCC 4-cyano-4''-propoxy-p-terphenyl